FC=1C=C(C=CC1)N1C(=NC(=C1C(=O)OCC)C)C ethyl 1-(3-fluorophenyl)-2,4-dimethyl-1H-imidazole-5-carboxylate